(R)-N-(4-cyanobenzyl)-8-((4,4-dioxido-4-thia-5-azaspiro[2.5]octan-8-yl)oxy)-1-methyl-2-oxo-1,2-dihydro-1,7-naphthyridine-3-carboxamide C(#N)C1=CC=C(CNC(=O)C=2C(N(C3=C(N=CC=C3C2)O[C@@H]2CCNS(C23CC3)(=O)=O)C)=O)C=C1